FC=1C=C(CNC(OC(C)(C)C)=O)C=C(C1)N1N=NC(=C1)C1=CC=C(C=C1)F tert-Butyl 3-fluoro-5-(4-(4-fluorophenyl)-1H-1,2,3-triazol-1-yl)benzylcarbamate